O=C1NC(CCC1N1C(C2=CC=C(C=C2C1=O)N1CCN(CC1)CC1(CCN(CC1)CC1CCN(CC1)C1=NC=CC(=C1)C1=NNC2=CC=C(C=C12)OC1(CC1)C)F)=O)=O 2-(2,6-dioxo-3-piperidyl)-5-[4-[[4-fluoro-1-[[1-[4-[5-(1-methylcyclopropoxy)-1H-indazol-3-yl]-2-pyridyl]-4-piperidyl]methyl]-4-piperidyl]methyl]piperazin-1-yl]isoindoline-1,3-dione